(E)-2-{2-[6-(2-n-propylphenoxy)-1,3,5-triazin-4-yloxy]phenyl}-3-methoxyacrylic acid methyl ester COC(\C(=C\OC)\C1=C(C=CC=C1)OC1=NC=NC(=N1)OC1=C(C=CC=C1)CCC)=O